CC1=CC(=CN=N1)C(=O)N (E)-6-methyl-pyridazine-4-carboxamide